ClC1=C(C=CC=C1)C(C1CC1)NC=1C(=NC(=NC1)C(=O)N[C@H](C)\C=C\S(=O)(=O)C)OC 5-(((2-Chlorophenyl)(cyclopropyl)methyl)amino)-4-methoxy-N-((R,E)-4-(methylsulfonyl)but-3-en-2-yl)pyrimidine-2-carboxamide